FC=1C=NC(=NC1)C1CCN(CC1)C(=O)C1=C(OC=2N=CN=C(C21)NC2(CC2)C)C 5-[4-(5-fluoropyrimidin-2-yl)piperidine-1-carbonyl]-6-methyl-N-(1-methylcyclopropyl)furo[2,3-d]pyrimidin-4-amine